CC1(NC1)C=1N=C(C=2N(C1)C=CN2)C2=CC=C(C=C2)C(F)(F)F 6-(2-methylaziridin-2-yl)-8-(4-(trifluoromethyl)phenyl)imidazo[1,2-a]pyrazine